FC1(CCC(CC1)C=1C=2N(N=C(C1)[C@H]1C[C@H](OCC1)C=1C=NN(C1)C1COC1)C(C(=C(N2)C)C)=O)F 9-(4,4-difluorocyclohexyl)-2,3-dimethyl-7-[(2S,4R)-2-[1-(oxetan-3-yl)pyrazol-4-yl]tetrahydropyran-4-yl]pyrimido[1,2-b]pyridazin-4-one